4-amino-7-methylpyrrolo[1,2-a]quinoxaline-2-carboxylic acid ethyl ester C(C)OC(=O)C=1C=C2N(C3=CC=C(C=C3N=C2N)C)C1